ClC=1C=C2C(=C3C4(NC(NC13)=O)CCCCC4)OC(=C2)CN(C(C)C)C 5'-chloro-2'-{[methyl(propan-2-yl)amino]methyl}-7',8'-dihydro-6'H-spiro[cyclohexane-1,9'-furo[2,3-f]quinazoline]-7'-one